FC1=C(C(=O)OC)C=CC(=C1)N1C(N(C2=NC=CC(=C21)OCC(=C)C)COCC[Si](C)(C)C)=O methyl 2-fluoro-4-[7-(2-methylallyloxy)-2-oxo-3-(2-trimethylsilylethoxymethyl)imidazo[4,5-b]pyridin-1-yl]benzoate